Tert-butyl (S)-(2-(2-(2-(2-hydroxyethoxy)ethoxy)ethoxy)ethyl)(3-(isoquinolin-6-ylamino)-3-oxo-2-phenylpropyl)carbamate OCCOCCOCCOCCN(C(OC(C)(C)C)=O)C[C@@H](C(=O)NC=1C=C2C=CN=CC2=CC1)C1=CC=CC=C1